C(C)C=1C(=NOC1C)CNC(OC(C)(C)C)=O tert-Butyl ((4-ethyl-5-methylisoxazol-3-yl)methyl)carbamate